C(=O)(O)CCC1C2C3C4C=CC(C3C(C1)C2)C4 8-carboxyethyltetracyclo[4.4.0.12,5.17,10]-3-dodecene